C12OCC(N(C1)CC=1C=C(C=C(C1)C(F)(F)F)NC(=O)C1=CSC=3CN(CCC31)C(=O)C3=CN=C1N3C=CC=C1)C2 N-(3-((2-oxa-5-azabicyclo-[2.2.1]heptan-5-yl)methyl)-5-(trifluoromethyl)phenyl)-6-(imidazo[1,2-a]pyridine-3-carbonyl)-4,5,6,7-tetra-hydrothieno[2,3-c]pyridine-3-carboxamide